ClC1=CC2=C(N(C(N=C2N2[C@H](CN(CC2)C(C=C)=O)C)=O)C2=C(C=CC=C2)S(F)(F)(F)(F)F)N=C1C1=C(C=CC=C1O)F 6-chloro-7-(2-fluoro-6-hydroxy-phenyl)-4-[(2S)-2-methyl-4-prop-2-enoyl-piperazin-1-yl]-1-[2-(pentafluoro-λ6-sulfanyl)phenyl]pyrido[2,3-d]pyrimidin-2-one